2-[2-[2-(dimethylamino)ethoxy]ethyl-methylamino]ethanol CN(CCOCCN(CCO)C)C